C(C)(C)C1CCC=2N(C(C(=CC21)C(=O)OC)=O)C methyl 5-isopropyl-1-methyl-2-oxo-6,7-dihydro-5H-cyclopenta[b]pyridine-3-carboxylate